1-(1H-indol-6-yl)-3-((4-phenyl-3,4-dihydro-2H-benzo[b][1,4]thiazin-7-yl)methyl)urea N1C=CC2=CC=C(C=C12)NC(=O)NCC=1C=CC2=C(SCCN2C2=CC=CC=C2)C1